(rac)-2-(2-fluorophenyl)propionyl chloride FC1=C(C=CC=C1)[C@H](C(=O)Cl)C |r|